C(C=C)(=O)OCC(CC)(COC(C=C)=O)COC(C=C)=O 2,2-bis[(acryloyloxy)methyl]butyl acrylate